ClC1=NC=C(C(=N1)NC1=C2CCNC(C2=CC=C1)=O)C(=O)N 2-chloro-4-((1-oxo-1,2,3,4-tetrahydroisoquinolin-5-yl)amino)pyrimidine-5-carboxamide